6-(7-{[1-(oxetan-3-yl)azetidin-3-yl]methoxy}imidazo[1,2-a]pyridin-3-yl)pyrimidin-4-amine O1CC(C1)N1CC(C1)COC1=CC=2N(C=C1)C(=CN2)C2=CC(=NC=N2)N